OC1=CC=C(C=C1)C=1NC2=CC=CC=C2C1 4-hydroxyphenylindole